N-(3-cyanobenzyl)thiophene-2-carboxamide C(#N)C=1C=C(CNC(=O)C=2SC=CC2)C=CC1